CN(C=CC=O)C1=CC=CC=C1 3-(methylphenylamino)-2-propenal